BrC1=C(C(=NC=C1)C(=O)[O-])OCC(F)F bromo-3-(2,2-difluoroethoxy)picolinate